BrC=1C(=C(C=CC1)SCCNC(OC(C)(C)C)=O)CO tert-butyl 2-(3-bromo-2-(hydroxymethyl)phenylthio)ethylcarbamate